sodium-magnesium potassium [K].[Mg].[Na]